2-(cis-2-aminocyclohexylamino)-4-(3-methylanilino)pyrimidine-5-carboxamide sodium [Na].N[C@@H]1[C@@H](CCCC1)NC1=NC=C(C(=N1)NC1=CC(=CC=C1)C)C(=O)N